methyl 4-[(N-tert-butoxycarbonyl-S-methyl-sulfonimidoyl)methyl]benzoate C(C)(C)(C)OC(=O)N=S(=O)(C)CC1=CC=C(C(=O)OC)C=C1